[O-2].[Sc+3].[Ga+3].[Bi+3] bismuth gallium scandium oxide